C(C)(=O)C1=C(C2=C(N=C(N=C2)NC2=NC=C(C=C2)N2CCC(CC2)OC2=CC=C(C=C2)CO[Si](C)(C)C(C)(C)C)N(C1=O)C1CCCC1)C 6-acetyl-2-((5-(4-(4-(((tert-butyldimethylsilyl)oxy)methyl)phenoxy)-piperidin-1-yl)pyridin-2-yl)amino)-8-cyclopentyl-5-methylpyrido[2,3-d]pyrimidin-7(8H)-one